C(C=C)OCC(COP(=O)(O)O)O.P(O)(O)(O)=O phosphoric acid mono(3-allyloxy-2-hydroxypropyl)phosphate